(3-hydroxyazetidin-1-yl)(3-(2-((2-(piperidin-1-yl)quinazolin-4-yl)amino)ethoxy)phenyl)methanone OC1CN(C1)C(=O)C1=CC(=CC=C1)OCCNC1=NC(=NC2=CC=CC=C12)N1CCCCC1